Tert-butyl 4-ethynyl-2-(3-methoxypropoxy)benzylcarbamate C(#C)C1=CC(=C(CNC(OC(C)(C)C)=O)C=C1)OCCCOC